SC(C(=O)O)C.SC(C(=O)O)C.SC(C(=O)O)C.C(O)C(CC)(CO)CO trimethylolpropane tris(mercapto propionate)